ClC/C=C/C(=O)NC1=C(C=C(C=C1F)C(=O)C1=CC(=C2C(=CC=CN12)C1=C(C2=C(N(C(=N2)C)C)C=C1C)Cl)C=C)F (E)-4-chloro-N-(4-(8-(4-chloro-1,2,6-trimethyl-1H-benzo[d]imidazol-5-yl)-1-vinylindolizine-3-carbonyl)-2,6-difluorophenyl)but-2-enamide